NC1=NC=C(C2=C1C(=C(N2C)C2=CC=C(C=C2)NC(=O)C(=C)F)C2=CC(=C(C=C2)C(=O)NCC(F)(F)F)Cl)C#CC(=O)O 3-[4-amino-3-(3-chloro-4-{[(2,2,2-trifluoroethyl)amino]carbonyl}phenyl)-2-{4-[(2-fluoroacrylamino)]phenyl}-1-Methylpyrrolo[3,2-c]pyridin-7-yl]prop-2-ynoic acid